(S)-1-[3-(1H-indazole-1-yl)pyridine-2-yl]-2-(6-methylpyridine-2-yl)ethan-1-amine hydrochloride Cl.N1(N=CC2=CC=CC=C12)C=1C(=NC=CC1)[C@H](CC1=NC(=CC=C1)C)N